FC(C1=C2C=C(NC2=CC=C1)C(=O)N(C)[C@H]1COCC=2NC(C=3C=C(C=CC3C21)F)=O)F |r| Racemic-4-(difluoromethyl)-N-(8-fluoro-6-oxo-1,4,5,6-tetrahydro-2H-pyrano[3,4-c]isoquinolin-1-yl)-N-methyl-1H-indole-2-carboxamide